ClC=1C(=C(C(=C(C1)O)Cl)Cl)Cl.[Na] sodium tetrachlorophenol salt